(hydroxymethyl)-N-[(4-methoxyphenyl)methyl]-4-methylthiophene-3-carboxamide OCC=1SC=C(C1C(=O)NCC1=CC=C(C=C1)OC)C